Trifluoromethyl cyclohexyl-benzyl ether C1(CCCCC1)C(C1=CC=CC=C1)OC(F)(F)F